1-(2-(pyrazolo[5,1-b]thiazole-7-carbonyl)-2-azaspiro[3.3]heptan-6-yl)-3-(4-(trifluoromethoxy)pyridin-2-yl)urea S1C=2N(C=C1)N=CC2C(=O)N2CC1(C2)CC(C1)NC(=O)NC1=NC=CC(=C1)OC(F)(F)F